tert-butyl 2-((((9H-fluoren-9-yl)methoxy)carbonyl)amino)-2-(4-chloro-3-(trifluoromethoxy)phenyl)acetate C1=CC=CC=2C3=CC=CC=C3C(C12)COC(=O)NC(C(=O)OC(C)(C)C)C1=CC(=C(C=C1)Cl)OC(F)(F)F